FC1(CCC2=C1N=C(N=C2N2C[C@H]1C([C@H]1C2)CS(=O)(=O)N2CCNCC2)N2[C@H](CC2)C)F 7,7-difluoro-2-((S)-2-methylazetidin-1-yl)-4-((1R,5S,6S)-6-((piperazin-1-ylsulfonyl)methyl)-3-azabicyclo[3.1.0]hexan-3-yl)-6,7-dihydro-5H-cyclopenta[d]pyrimidine